octadecen C=CCCCCCCCCCCCCCCCC